[Li].[Li].[Li] Lithium Lithium Lithium